C1(=CC=CC2=CC=CC=C12)S(=O)(=O)OC(C)C Isopropyl NaphthaleneSulfonate